5-(3-bromo-2-chloro-5-(trifluoromethyl)phenoxy)-3-((4-methoxy-2,6-dimethylpyrimidin-5-yl)methyl)-6-(1,1,2,2-tetrafluoroethyl)pyrimidin-4(3H)-one BrC=1C(=C(OC=2C(N(C=NC2C(C(F)F)(F)F)CC=2C(=NC(=NC2C)C)OC)=O)C=C(C1)C(F)(F)F)Cl